CCC(C)OC(=O)C(C(=O)OC(CCO)O)C 2-(3-butoxycarbonyl)propionyloxy-1,3-propanediol